N-(3,4-dihydroxystyryl)acetamide OC=1C=C(C=CNC(C)=O)C=CC1O